O=C1C=C(C=2C=CC=3N(C2N1)C=C(N3)C(=O)OCC)C(C(F)(F)F)(F)F ethyl 2-oxo-4-(perfluoroethyl)-1,2-dihydroimidazo[1,2-a][1,8]naphthyridine-8-carboxylate